N=1N2C(=C(C1)C(=O)N)CCC2 5,6-dihydro-4H-pyrrolo[1,2-b]pyrazole-3-carboxamide